(1S,3S)-N1-(6-(trifluoromethyl)-1,2,4-triazin-3-yl)cyclopentane-1,3-diamine FC(C1=CN=C(N=N1)N[C@@H]1C[C@H](CC1)N)(F)F